dimethyl (9Z)-19-{[4-(dimethylamino)butanoyl]oxy}heptacos-9-enedioate CN(CCCC(=O)OC(CCCCCCCC\C=C/CCCCCCCC(=O)OC)CCCCCCCC(=O)OC)C